5-((1-(trifluoromethyl)-1H-pyrazol-4-yl)ethynyl)pyridine-2,4-diamine FC(N1N=CC(=C1)C#CC=1C(=CC(=NC1)N)N)(F)F